sodium 2,5-dichloro-sulfanilate ClC1=C(S(=O)(=O)[O-])C=C(C(=C1)N)Cl.[Na+]